C(CC)(=O)O[C@@H]1[C@H](O[C@@]([C@@H]1O)(C#N)C1=CC=C2C(=NC=NN21)NC([C@H](C(C)C)N)=O)CO (2R,3S,4R,5R)-5-(4-((S)-2-amino-3-methylbutanamido)pyrrolo[2,1-f][1,2,4]triazin-7-yl)-5-cyano-4-hydroxy-2-(hydroxymethyl)tetrahydrofuran-3-yl propionate